Racemic-2-methoxy-5-[[2-[(2R,5S)-5-methyl-2-[1-(1H-pyrazol-3-yl)pyrazol-3-yl]-1-piperidyl]-2-oxo-acetyl]amino]pyridine-3-carboxamide COC1=NC=C(C=C1C(=O)N)NC(C(=O)N1[C@H](CC[C@@H](C1)C)C1=NN(C=C1)C1=NNC=C1)=O |r|